5-((4-((1-(3,3-difluoro-2,3-dihydrobenzofuran-7-yl)ethyl)amino)-2-methylquinazolin-6-yl)(methyl)amino)-2-Methoxypyridin-3-yl-N,N-dimethylacetamide formate C(=O)O.FC1(COC2=C1C=CC=C2C(C)NC2=NC(=NC1=CC=C(C=C21)N(C=2C=C(C(=NC2)OC)CC(=O)N(C)C)C)C)F